C(CCC)C=CP(OCCCC)=O n-butyl n-butylvinylphosphinate